[B].[B].OC(C)(C)C(C)(C)O.OC(C)(C)C(C)(C)O bis(pinacol) diboron